FC1(CCC(CC1)NCCCCCOC1=NC(=CC=C1S(=O)(=O)N1[C@@H]([C@H]2C[C@H]2C1)C(=O)O)C)F |o1:24,25,27| (1S*,2S*,5R*)-3-((2-((5-((4,4-Difluorocyclohexyl)amino)pentyl)oxy)-6-methylpyridin-3-yl)sulfonyl)-3-azabicyclo[3.1.0]hexane-2-carboxylic acid